bis(tert-butyl-dioxyisopropyl)benzene C(C)(C)(C)OOC(C)(C)C1=C(C=CC=C1)C(C)(C)OOC(C)(C)C